3-[3-(2-chloro-6-methyl-4-pyridyl)-5-[[(1S,2S)-2,3-dihydroxy-1-methyl-propyl]amino]pyrazolo[1,5-a]pyrimidin-2-yl]benzonitrile ClC1=NC(=CC(=C1)C=1C(=NN2C1N=C(C=C2)N[C@H]([C@@H](CO)O)C)C=2C=C(C#N)C=CC2)C